racemic-trans-dimethylsilanediyl-[2-methyl-4-(4-tert-butylphenyl)-inden-1-yl][2-methyl-4-(4-tert-butylphenyl)-5-methoxy-6-tert-butyl-inden-1-yl]zirconium dichloride [Cl-].[Cl-].C[Si](=[Zr+2](C1C(=CC2=C(C(=C(C=C12)C(C)(C)C)OC)C1=CC=C(C=C1)C(C)(C)C)C)C1C(=CC2=C(C=CC=C12)C1=CC=C(C=C1)C(C)(C)C)C)C